NC(C1=C(C=C(C(=C1)Cl)Cl)O)C1CCN(CC1)C1CCOCC1 2-(amino(1-(tetrahydro-2H-pyran-4-yl)piperidin-4-yl)methyl)-4,5-dichlorophenol